7-chloro-N-(3-((3-methoxyazetidin-1-yl)methyl)-5-(trifluoromethyl)phenyl)-1-methyl-6-((4-(methylamino)pyrazolo[1,5-a]pyrazin-3-yl)oxy)-1H-imidazo[4,5-b]pyridin-2-amine ClC1=C2C(=NC=C1OC=1C=NN3C1C(=NC=C3)NC)N=C(N2C)NC2=CC(=CC(=C2)C(F)(F)F)CN2CC(C2)OC